3-(3-(2-((3-(2-carboxy-2-(pyrrolidin-3-yl)ethyl)benzyl)(((3-(2-carboxy-2-(pyrrolidin-3-yl)ethyl)benzyl)oxy)carbonyl)amino)ethoxy)phenyl)-2-(pyrrolidin-3-yl)propanoic acid C(=O)(O)C(CC=1C=C(CN(CCOC=2C=C(C=CC2)CC(C(=O)O)C2CNCC2)C(=O)OCC2=CC(=CC=C2)CC(C2CNCC2)C(=O)O)C=CC1)C1CNCC1